[Si](C)(C)(C(C)(C)C)OCCNCC=1N(N=CC1C=1C=C2C(=NN(C2=CC1)C1OCCCC1)C#C[Si](C(C)C)(C(C)C)C(C)C)C 2-[tert-butyl(dimethyl)silyl]oxy-N-[[2-methyl-4-[1-tetrahydropyran-2-yl-3-(2-triisopropylsilylethynyl)indazol-5-yl]pyrazol-3-yl]methyl]ethanamine